N-(4-(Aminomethyl)phenyl)-4-methylpiperazine-1-carboxamide hydrochloride Cl.NCC1=CC=C(C=C1)NC(=O)N1CCN(CC1)C